C1(CCC1)N1C(=NC2=C1C=C(C=C2)C(=O)NCCCN2CC(N(CC2)C)C2=CC=CC=C2)C2=CC(=C(C(=C2)OC)OC)OC 1-cyclobutyl-N-(3-(4-methyl-3-phenylpiperazin-1-yl)propyl)-2-(3,4,5-trimethoxyphenyl)-1H-benzo[d]imidazole-6-carboxamide